(3S,4S)-8-(5-((3-chloro-2-(pyrrolidin-1-yl)pyridin-4-yl)thio)-3-(methylsulfinyl)pyrazin-2-yl)-3-methyl-2-oxa-8-azaspiro[4.5]decan-4-amine ClC=1C(=NC=CC1SC=1N=C(C(=NC1)N1CCC2([C@@H]([C@@H](OC2)C)N)CC1)S(=O)C)N1CCCC1